C1(CC1)C[C@H]1N(CC[C@H]1NC(C(C)(F)F)=O)C=1C=C2C=NN(C2=CC1)C1=CC=C(C=C1)F |r| N-[rac-(2R,3R)-2-(Cyclopropyl-methyl)-1-[1-(4-fluorophenyl)-1H-indazol-5-yl]-pyrrolidin-3-yl]-2,2-difluoro-propionamide